2-(thien-2-yl)morpholine S1C(=CC=C1)C1CNCCO1